1,2-dithiacyclohexane-4,5-diol S1SCC(C(C1)O)O